diethyl(4-cyanobenzyl)phosphonate C(C)OP(OCC)(=O)CC1=CC=C(C=C1)C#N